C(#N)C1CCN(CC1)C(=O)OCCCC butyl 4-cyanopiperidine-1-carboxylate